C(C)(C)(C)C1=C(C(=CC(=C1)C(C(F)(F)F)C1=CC=C(C=C1)Cl)C(C)(C)C)O 2,6-di-tert-butyl-4-(1-(4-chlorophenyl)-2,2,2-trifluoroethyl)phenol